C(CCC)(=O)[O-].C1=CC=CC2=CC=CC=C12.[Na+] sodium naphthalene butyrate